FC1=CC=C2\C(\CCOC2=C1)=N\OCC1=C(C=CC=C1C)\C(\C(=O)OC)=N/OC methyl (2E)-2-[2-[[(E)-(7-fluorochroman-4-ylidene)amino]oxymethyl]-3-methyl-phenyl]-2-methoxyimino-acetate